6-(2,4-dimethoxypyrimidin-5-yl)-8-[(1S,2S)-2-[3-isopropyl-1-(2,2,2-trifluoroethyl)indazol-6-yl]cyclopropyl]imidazo[1,2-b]pyridazine COC1=NC=C(C(=N1)OC)C=1C=C(C=2N(N1)C=CN2)[C@@H]2[C@H](C2)C2=CC=C1C(=NN(C1=C2)CC(F)(F)F)C(C)C